(4-(2-phenylpropan-2-yl)phenoxy)-4H-benzopyran-4-one C1(=CC=CC=C1)C(C)(C)C1=CC=C(OC=2OC3=C(C(C2)=O)C=CC=C3)C=C1